BrC1=CC=CC(=N1)SCCCCN1C(C2=CC=CC=C2C1=O)=O 2-(4-((6-bromopyridin-2-yl)thio)butyl)isoindoline-1,3-dione